C(C1=CC=CC=C1)OC(CCCCCCCCC(=O)O)=O 10-(Benzyloxy)-10-oxodecanoic acid